1-(4-((8-oxa-3-azabicyclo[3.2.1]oct-3-yl)sulfonyl)phenyl)-3-(4-chlorobenzyl)urea C12CN(CC(CC1)O2)S(=O)(=O)C2=CC=C(C=C2)NC(=O)NCC2=CC=C(C=C2)Cl